C(C)OC(=O)[C@@]1(C(N(CCC1)C(C1=CC=CC=C1)=O)=O)CC=CC1=CC=C(C=C1)F (R)-3-(3-(p-fluorophenyl)allyl)-1-benzoyl-2-oxopiperidine-3-carboxylic acid ethyl ester